2'-(3,4-difluorobenzyl)-6'-methyl-1'-oxo-1',4'-dihydro-2'H-spiro[cyclopentane-1,3'-isoquinoline]-4'-carboxylic acid FC=1C=C(CN2C(C3=CC=C(C=C3C(C23CCCC3)C(=O)O)C)=O)C=CC1F